FC=1C=C(C=C(C1N1S(NC(C1)=O)(=O)=O)O)CNC=1C=C(C=NC1)C#N 5-[[3-fluoro-5-hydroxy-4-(1,1,4-trioxo-1,2,5-thiadiazolidin-2-yl)phenyl]methylamino]pyridine-3-carbonitrile